C(C1=CC=CC=C1)O[C@@H]1[C@H]([C@@H]2O[C@H]([C@H]1O)CO2)O 1,6-anhydro-3-O-benzyl-β-L-idopyranose